perfluoro-2-(isopropoxy)propionyl fluoride FC(C(=O)F)(C(F)(F)F)OC(C(F)(F)F)(C(F)(F)F)F